O.C(CC(O)(C(=O)[O-])CC(=O)[O-])(=O)[O-].[Na+].[Na+].[Na+] Sodium citrate monohydrate